SCCCCCCCC(CS)CCCCCCS 1,2-bis(6'-mercaptohexyl)-3-mercaptopropane